8-chloro-7-[(2-methyl-3H-benzimidazol-5-yl)oxy]-2-[1-[(4-methylsulfonylcyclohexyl)methyl]pyrazol-4-yl]quinoxaline methyl-4-(hex-5-en-1-yloxy)benzoate COC(C1=CC=C(C=C1)OCCCCC=C)=O.ClC=1C(=CC=C2N=CC(=NC12)C=1C=NN(C1)CC1CCC(CC1)S(=O)(=O)C)OC1=CC2=C(N=C(N2)C)C=C1